(Z)-2-nonen-1-ol C(\C=C/CCCCCC)O